C(#N)C1=CC=C(C=C1)C1=C2CCO[C@@H](C2=CC=C1)CNC(OC(C)(C)C)=O tert-butyl (S)-((5-(4-cyanophenyl)isochroman-1-yl)methyl)carbamate